(2R)-N-((R)-(3-chloro-4-fluorophenyl)(1-(2,2,2-trifluoroethyl)piperidin-4-yl)-methyl)-2-methyl-3-oxopiperazine-1-carboxamide ClC=1C=C(C=CC1F)[C@H](NC(=O)N1[C@@H](C(NCC1)=O)C)C1CCN(CC1)CC(F)(F)F